3,3-diphenyl-1-propanol C1(=CC=CC=C1)C(CCO)C1=CC=CC=C1